N1-(4-(6-((2-(2,6-dioxopiperidin-3-yl)-1,3-dioxoisoindolin-4-yl)amino)-N-methylhexanamido)phenyl)-N8-hydroxyoctanediamide O=C1NC(CCC1N1C(C2=CC=CC(=C2C1=O)NCCCCCC(=O)N(C)C1=CC=C(C=C1)NC(CCCCCCC(=O)NO)=O)=O)=O